S1N=CC=C1CO 5-Isothiazolemethanol